3'-Deoxy-3',4'-didehydro-4-N-hydroxy-5'-O-isobutyroyl-cytidine ONC1=NC(N([C@H]2[C@H](O)C=C(COC(C(C)C)=O)O2)C=C1)=O